Iodoacetyl-biotin ICC(=O)C(C(O)=O)CCC[C@@H]1SC[C@@H]2NC(=O)N[C@H]12